ClC1=C(C=C(C=C1)F)[C@@H]([C@@H](C)C=1N(C(C(=C(N1)C(=O)NC=1C=NOC1)O)=O)C)C1=NC(=CN=C1C)C 2-((1R,2R)-1-(2-chloro-5-fluorophenyl)-1-(3,6-dimethylpyrazin-2-yl)propan-2-yl)-5-hydroxy-N-(isoxazol-4-yl)-1-methyl-6-oxo-1,6-dihydropyrimidine-4-carboxamide